C(C)(C)(C)OC(=O)N[C@H](C(=O)N[C@H](C(=O)OCC)CC(C)C)CCC1=NC2=C(N1C1=CC=CC=C1)C=CC(=C2)[N+](=O)[O-] Ethyl (2S)-2-[[(2S)-2-(tert-butoxycarbonylamino)-4-(5-nitro-1-phenyl-benzimidazol-2-yl) butanoyl]amino]-4-methyl-pentanoate